6-bromo-N-(1-methyl-1H-imidazol-4-yl)pyrimidin-4-amine BrC1=CC(=NC=N1)NC=1N=CN(C1)C